2-(6-{5-chloro-2-[(oxacyclohex-4-yl)amino]pyrimidin-4-yl}-1-oxo-2,3-dihydro-1H-isoindol-2-yl)-N-[1-(6-methylpyridin-3-yl)ethyl]acetamide ClC=1C(=NC(=NC1)NC1CCOCC1)C1=CC=C2CN(C(C2=C1)=O)CC(=O)NC(C)C=1C=NC(=CC1)C